silicon oxane O1CCCCC1.[Si]